5-chloro-3-cyano-2,6-dichloropyrimidine ClC1=CN(C(N=C1Cl)Cl)C#N